FC=1C(=C(C=C(C1)C(F)(F)F)O)C=1C=2N(C(=NN1)NC1CC(C1)(C)O)C=CC2 3-fluoro-2-(4-{[(1s,3s)-3-hydroxy-3-methylcyclobutyl]amino}pyrrolo[1,2-d][1,2,4]triazin-1-yl)-5-(trifluoromethyl)phenol